C(C1=CC=CC=C1)(C1=CC=CC=C1)C1=C(N)C(=CC(=C1)C(C1=CC=CC=C1)C1=CC=CC=C1)C(C1=CC=CC=C1)C1=CC=CC=C1 2,4,6-tribenzhydrylaniline